(R)-2-(6-(3-fluoropyrrolidin-1-yl)pyridin-3-yl)-5-(1H-pyrazol-4-yl)-6,7-dihydrothiazolo[5,4-c]pyridin-4(5H)-one F[C@H]1CN(CC1)C1=CC=C(C=N1)C=1SC=2C(N(CCC2N1)C=1C=NNC1)=O